BrC1=C2C(C(N(C2=CC=C1)C1C(N(C(CC1)=O)CC1=CC=C(C=C1)OC)=O)=O)(C)C 3-(4-bromo-3,3-dimethyl-2-oxoindolin-1-yl)-1-(4-methoxybenzyl)piperidine-2,6-dione